(2H-pyrazol-5-yl)-3-mercapto-1-naphthacenecarbonitrile N=1NC=CC1C1=C(C2=CC3=CC4=CC=CC=C4C=C3C=C2C=C1S)C#N